2-p-toluidinyl-6-naphthalenesulfonate N(C1=CC=C(C=C1)C)C1=CC2=CC=C(C=C2C=C1)S(=O)(=O)[O-]